ethyl 2-(4-{[(3S,3aR,6S,6aR)-6-hydroxyhexahydrofuro[3,2-b]furan-3-yl] oxy}-3-nitrophenyl)-4-methylthiazole-5-carboxylate O[C@H]1CO[C@H]2[C@@H]1OC[C@@H]2OC2=C(C=C(C=C2)C=2SC(=C(N2)C)C(=O)OCC)[N+](=O)[O-]